4-(methoxymethyl)-4-(trifluoromethyl)piperidine-1-carboxylic acid tert-butyl ester C(C)(C)(C)OC(=O)N1CCC(CC1)(C(F)(F)F)COC